FC(OC=1C(=C(C=CC1N)C1=CC=C(C=C1)N)OC(F)(F)F)(F)F bis(trifluoromethoxy)-(1,1'-biphenyl)-4,4'-diamine